C(#N)COC=1C=C(C=CC1NCC#CC=1N(C2=CC=CC(=C2C1)NC1CCC(CC1)N(C)CCOC)CC(F)(F)F)S(=O)(=O)N 3-(cyanomethoxy)-4-{[3-(4-{[(1R,4R)-4-[(2-methoxyethyl)(methyl)amino]cyclohexyl]amino}-1-(2,2,2-trifluoroethyl)-1H-indol-2-yl)prop-2-yn-1-yl]amino}benzene-1-sulfonamide